CC=1C(=NON1)C1(NC(NC1=O)=O)CNC(=O)C=1C(=CC=CC1)C1=CC=C(C=C1)C(F)(F)F N-{[4-(4-methyl-1,2,5-oxadiazol-3-yl)-2,5-dioxoimidazolidin-4-yl]methyl}-4'-(trifluoromethyl)[biphenyl]-2-carboxamide